ClC=1N=C(N=NC1C#N)N1C2C(CC(C1)C2)N2C(N1C(C2)CCC1)=O 5-Chloro-3-(6-(3-oxotrihydro-1H-pyrrolo[1,2-c]imidazol-2(3H)-yl)-2-azabicyclo[2.2.1]Heptane-2-yl)-1,2,4-triazine-6-carbonitrile